C(C)(C)(C)[C@@H]1CC(NC2=C(O1)C=C(C(=C2)OC)OC)=O tert-butyl-(S)-(7,8-dimethoxy-4-oxo-2,3,4,5-tetrahydrobenzo[b][1,4]oxazepin)